NC=1C=C2C(C(=O)NC2=O)=CC1[N+](=O)[O-] 4-amino-5-nitro-phthalimide